CC1=CC=C(C=C1)S(=O)(=O)O.NC/C(/COC1=CC2=C(N=C(O2)N(C)CC2=CC=CC=C2)C=C1)=C\F (E)-6-((2-(aminomethyl)-3-fluoroallyl)oxy)-N-benzyl-N-methylbenzo[d]oxazol-2-amine 4-methylbenzenesulfonate